3-(4-(tert-butyl)phenyl)-1-(2-hydroxyphenyl)prop-2-yn-1-one C(C)(C)(C)C1=CC=C(C=C1)C#CC(=O)C1=C(C=CC=C1)O